1-(benzo[b]thiophen-7-yl)piperazine S1C2=C(C=C1)C=CC=C2N2CCNCC2